C1(=CC=CC=C1)N(C1=CC=C(/C=C/C=2C=C3C=CC(=CC3=CC2)/C=C/C2=CC=C(C=C2)NC2=C(C=CC=C2)C2=CC=CC=C2)C=C1)C1=CC=CC=C1 N-(4-((E)-2-(6-((E)-4-(diphenylamino)styryl)naphthalen-2-yl)vinyl)phenyl)phenylbenzenamine